O=C1NC(CCC1N1C(C2=CC=CC(=C2C1)C#CCCCCCN1CCN(CC1)C1=CC=C(C(=O)N2CCC(CC2)CCCCNC(\C=C\C=2C=NC=CC2)=O)C=C1)=O)=O (E)-N-(4-(1-(4-(4-(7-(2-(2,6-dioxopiperidin-3-yl)-1-oxoisoindoline-4-yl)hept-6-yn-1-yl)piperazin-1-yl)benzoyl)piperidin-4-yl)butyl)-3-(pyridin-3-yl)acrylamide